methyl (S,E)-(7-(dimethylamino)-1-((1-((5-fluoro-1-isobutyl-1H-benzo[d]imidazol-2-yl)methyl)-6-oxo-1,6-dihydropyrimidin-5-yl)amino)-1,7-dioxohept-5-en-2-yl)carbamate CN(C(/C=C/CC[C@@H](C(=O)NC1=CN=CN(C1=O)CC1=NC2=C(N1CC(C)C)C=CC(=C2)F)NC(OC)=O)=O)C